3-methyl-1-(1-(4-(4,4,5,5-tetramethyl-1,3,2-dioxaborolan-2-yl)phenyl)piperidin-4-yl)azetidin-3-ol CC1(CN(C1)C1CCN(CC1)C1=CC=C(C=C1)B1OC(C(O1)(C)C)(C)C)O